C(C(C)C)(=O)O[C@H]1C[C@@H]2[C@H]([C@H]([C@@H](C2=CC1)N1C(NC(C=C1)=O)=O)O)O (1R,2S,3R,3aS,5R)-1-(2,4-dioxo-3,4-dihydropyrimidin-1(2H)-yl)-2,3-dihydroxy-2,3,3a,4,5,6-hexahydro-1H-inden-5-yl isobutyrate